tert-butyl 6-[(rac)-5-[3-chloro-2-fluoro-5-(trifluoromethyl)phenyl]-5-(trifluoromethyl)-4H-isoxazol-3-yl]spiro[1H-isobenzofuran-3,3'-azetidine]-1'-carboxylate ClC=1C(=C(C=C(C1)C(F)(F)F)[C@]1(CC(=NO1)C1=CC=C2C(=C1)COC21CN(C1)C(=O)OC(C)(C)C)C(F)(F)F)F |r|